BrC1=CC(=NC=C1C)C(C#N)CC(C)C 2-(4-bromo-5-methylpyridin-2-yl)-4-methylpentanenitrile